N-(6-(1H-Imidazol-1-yl)-2-isopropoxypyridin-3-yl)-5-methyl-3-phenylisoxazole-4-carboxamide N1(C=NC=C1)C1=CC=C(C(=N1)OC(C)C)NC(=O)C=1C(=NOC1C)C1=CC=CC=C1